tert-Butyl (5S)-3-((2-((S)-((tert-butoxycarbonyl)amino)(4,4-difluorocyclohexyl)methyl)imidazo[1,2-b]pyridazin-7-yl)methyl)-3-methyl-2-oxo-5-(trifluoromethyl)pyrrolidine-1-carboxylate C(C)(C)(C)OC(=O)N[C@H](C=1N=C2N(N=CC(=C2)CC2(C(N([C@@H](C2)C(F)(F)F)C(=O)OC(C)(C)C)=O)C)C1)C1CCC(CC1)(F)F